N=1NCN2C1C=CC=C2 2,3-dihydro-1,2,4-triazolo[4,3-a]pyridine